ClC=1C=C(C=NC1OC)C=1C2=C(N(N1)C(=O)N1CCN3CCC1CC3)CCC2 [3-(5-chloro-6-methoxy-3-pyridyl)-5,6-dihydro-4H-cyclopenta[c]pyrazol-1-yl]-(1,4-diazabicyclo[3.2.2]nonan-4-yl)methanone